3-((2S)-3-(8-(2-cyano-5-methoxyphenylsulfonyl)-1-oxa-8-azaspiro[4.5]decan-3-ylamino)-2-hydroxypropoxy)-N-methylbenzenesulfonamide C(#N)C1=C(C=C(C=C1)OC)S(=O)(=O)N1CCC2(CC(CO2)NC[C@@H](COC=2C=C(C=CC2)S(=O)(=O)NC)O)CC1